ethyl(phenyl)iodonium tetrafluoroborate F[B-](F)(F)F.C(C)[I+]C1=CC=CC=C1